2-[2-[[2-(2,6-dioxo-3-piperidyl)-1,3-dioxo-isoindolin-4-yl]amino]ethoxy]ethyl 4-methylbenzenesulfonate CC1=CC=C(C=C1)S(=O)(=O)OCCOCCNC1=C2C(N(C(C2=CC=C1)=O)C1C(NC(CC1)=O)=O)=O